C(C=CCCCCC)(=O)N octenoamide